2-((2S)-1-(2-fluoroacryloyl)-4-(2'-(((S)-1-methylpyrrolidin-2-yl)methoxy)-3,4,5',6'-tetrahydro-2H-spiro[naphthalene-1,7'-pyrano[2,3-d]pyrimidin]-4'-yl)piperazin-2-yl)acetonitrile FC(C(=O)N1[C@H](CN(CC1)C=1C2=C(N=C(N1)OC[C@H]1N(CCC1)C)OC1(CC2)CCCC2=CC=CC=C21)CC#N)=C